Cl.ClC1=C(C=CC(=C1)N1C(NC(CC1)=O)=O)N1CCC(CC1)(O)CC(=O)O 2-[1-[2-chloro-4-(2,4-dioxohexahydropyrimidin-1-yl)phenyl]-4-hydroxy-4-piperidyl]acetic acid, hydrochloride